benzyl (5,7-diamino-6-hydroxy-7-oxoheptyl)carbamate NC(CCCCNC(OCC1=CC=CC=C1)=O)C(C(=O)N)O